N-(3-bromopyridazin-4-yl)-2,2-dimethylpropanamide BrC=1N=NC=CC1NC(C(C)(C)C)=O